5-(2-((2R,5S)-5-methyl-2-(2-oxo-1,2,3,4-tetrahydroquinolin-6-yl)piperidin-1-yl)-2-oxoacetamido)nicotinamide C[C@H]1CC[C@@H](N(C1)C(C(=O)NC=1C=NC=C(C(=O)N)C1)=O)C=1C=C2CCC(NC2=CC1)=O